ClC=1C2C3=C(C4=CC=C(C=C4C(=C3C(C1)C2)OC(=O)OC)C)OC(C(=C)C)=O 2-chloro-6-methyl-9-methacryloyloxy-10-methoxycarbonyloxy-1,4-dihydro-1,4-methanoanthracene